CC1=C(C=CC=C1)NC(NC1=CC=C(C=C1)CC(=O)O)=O 4-[(N'-2-methylphenyl)ureido]-phenylacetic acid